benzyl (6R)-6-{[7-chloro-2-(1,3-dimethyl-1H-pyrazol-4-yl)[1,2,4]triazolo[1,5-c]quinazolin-5-yl]amino}-5-oxo-1,4-diazepane-1-carboxylate ClC1=CC=CC=2C=3N(C(=NC12)N[C@H]1C(NCCN(C1)C(=O)OCC1=CC=CC=C1)=O)N=C(N3)C=3C(=NN(C3)C)C